1,3-bis(p-hydroxybenzoyl)benzene OC1=CC=C(C(=O)C2=CC(=CC=C2)C(C2=CC=C(C=C2)O)=O)C=C1